2,2'-Azino-bis-(3-ethylbenzo-thiazole-6-sulfonic acid) diammonium salt [NH4+].[NH4+].N(N=C1SC2=C(N1CC)C=CC(=C2)S(=O)(=O)[O-])=C2SC1=C(N2CC)C=CC(=C1)S(=O)(=O)[O-]